2-[[2-(2-Bromo-4-methylphenoxy)ethyl]thio]pyrimidine BrC1=C(OCCSC2=NC=CC=N2)C=CC(=C1)C